CC1=C(C(=NC=C1)S(=O)(=O)C)[N+](=O)[O-] 4-Methyl-2-(methylsulfonyl)-3-nitropyridine